Diethylaminomethyltrieth-oxysilan C(C)N(CC)C[Si](OCC)(OCC)OCC